2-([2,3'-bipyridin]-5-yl)-N-(4-bromo-5-chloropyridin-2-yl)propionamide methyl-6-(5-chloro-2-fluorophenyl)-4-{[(2,4-dimethoxyphenyl)methyl]amino}pyridazine-3-carboxylate COC(=O)C=1N=NC(=CC1NCC1=C(C=C(C=C1)OC)OC)C1=C(C=CC(=C1)Cl)F.N1=C(C=CC(=C1)C(C(=O)NC1=NC=C(C(=C1)Br)Cl)C)C=1C=NC=CC1